C(C)(C)(C)OC(=O)N1C[C@H]([C@H](CC1)[C@H](C)N)CC (3S,4S)-4-[(1S)-1-aminoethyl]-3-ethylpiperidine-1-carboxylic acid tert-butyl ester